2-tertiary butylanthraquinone C(C)(C)(C)C1=CC=2C(C3=CC=CC=C3C(C2C=C1)=O)=O